4-methoxypyridin-2-yl-(R/S)-methanol COC1=CC(=NC=C1)CO